(S)-N-(2,2'-dichloro-3'-(5-(((2-hydroxyethyl)amino)methyl)picolinamido)-[1,1'-biphenyl]-3-yl)-4-((2-hydroxyethyl)amino)-4,5,6,7-tetrahydropyrazolo[1,5-a]pyridine-2-carboxamide ClC1=C(C=CC=C1NC(=O)C1=NN2C([C@H](CCC2)NCCO)=C1)C1=C(C(=CC=C1)NC(C1=NC=C(C=C1)CNCCO)=O)Cl